nickel-silver copper [Cu].[Ag].[Ni]